FC1CC(N(C1)C(COC=1C=NC=CC1)=O)C(=O)NC(C1=CC=C(C=C1)C(C)C)C1=CC=CC=C1 4-fluoro-N-{phenyl-[4-(prop-2-yl)phenyl]methyl}-1-[2-(pyridin-3-yloxy)acetyl]pyrrolidine-2-carboxamide